COC1=CC=C(C=C1)C1=C(C2C(OC3=C2C=CC=C3)O1)SC 2-(4-methoxyphenyl)-3-(methylsulfanyl)-3a,8a-dihydrofuro[2,3-b]benzofuran